4-{2-[(2S)-2-(2-ethenylphenyl)pyrrolidin-1-yl]-7-azaspiro[3.5]nonan-7-yl}-N-{3-nitro-4-[(oxan-4-ylmethyl)amino]benzenesulfonyl}benzamide hydrochloride Cl.C(=C)C1=C(C=CC=C1)[C@H]1N(CCC1)C1CC2(C1)CCN(CC2)C2=CC=C(C(=O)NS(=O)(=O)C1=CC(=C(C=C1)NCC1CCOCC1)[N+](=O)[O-])C=C2